7-ethyl-6-oxo-5H-1,5-naphthyridine-3-carboxylic acid ethyl ester C(C)OC(=O)C=1C=NC=2C=C(C(NC2C1)=O)CC